C(C)OC(=O)C=1N(C2=CC=C(C=C2C1)C(F)(F)F)CCNC(=O)OC(C)(C)C 1-(2-((tert-butoxycarbonyl)amino)ethyl)-5-(trifluoromethyl)-1H-indole-2-carboxylic acid ethyl ester